The molecule is the acetate ester of isobutanol. It has a role as a Saccharomyces cerevisiae metabolite. It derives from an isobutanol. CC(C)COC(=O)C